methyl (Z)-3-(3-benzyloxy-2-fluorophenyl)-3-cyclopropyl-2-methylprop-2-enoate C(C1=CC=CC=C1)OC=1C(=C(C=CC1)\C(=C(/C(=O)OC)\C)\C1CC1)F